dimethoxymethyl-benzene 5-methyluridine-5'-triphosphate P(O)(=O)(OP(=O)(O)OP(=O)(O)O)OC[C@@H]1[C@H]([C@H]([C@@H](O1)N1C(=O)NC(=O)C(=C1)C)O)O.COC(OC)C1=CC=CC=C1